N'-acetyl-6-(4-(2-chloro-5-fluorophenoxy)piperidin-1-yl)pyridazine-3-carbohydrazide C(C)(=O)NNC(=O)C=1N=NC(=CC1)N1CCC(CC1)OC1=C(C=CC(=C1)F)Cl